ClC=1C=C2C(=NC(=NC2=C(C1C1=C2C=NNC2=CC=C1C)F)OC1CCN(CC1)C)N1CC2(CN(C2)C(=O)OC(C)(C)C)CC1 tert-butyl 6-(6-chloro-8-fluoro-7-(5-methyl-1H-indazol-4-yl)-2-((1-methylpiperidin-4-yl) oxy) quinazolin-4-yl)-2,6-diazaspiro[3.4]octane-2-carboxylate